2'-O,4'-C-methylene 5-methyluridine-3'-phosphate P(=O)(O)(O)O[C@H]1[C@@H]2[C@@H](O[C@@]1(CO)CO2)N2C(=O)NC(=O)C(=C2)C